4-{4-Amino-3-[3-(5-chloro-2-fluoro-4-methoxy-benzenesulfonylamino)-2-fluoro-phenyl]-pyrazolo[3,4-d]pyrimidin-1-yl}-piperidine-1-carboxylic Acid Tert-Butyl Ester C(C)(C)(C)OC(=O)N1CCC(CC1)N1N=C(C=2C1=NC=NC2N)C2=C(C(=CC=C2)NS(=O)(=O)C2=C(C=C(C(=C2)Cl)OC)F)F